C(C)(C)N1C(=NC=C1C1=NC(=NC=C1)OS(=O)(=O)C(F)(F)F)C [4-(3-Isopropyl-2-methyl-imidazol-4-yl)pyrimidin-2-yl]trifluoromethanesulfonate